CN1N=CC(=C1)C=1C=C(C=2N(C1)N=CC2)O[C@H]2CCN(CCC2)C(C=C)=O 1-[(4R)-4-[6-(1-methylpyrazol-4-yl)pyrazolo[1,5-a]pyridin-4-yl]oxyazepan-1-yl]prop-2-en-1-one